C[C@@H]1CN(C[C@H](N1)C)C=1N=CC(=NC1)C(=O)OC methyl 5-[(3R,5R)-3,5-dimethylpiperazin-1-yl]pyrazine-2-carboxylate